2-(difluoromethyl)-dl-ornithine FC([C@](N)(CCCN)C(=O)O)F |r|